(3-methyl-[1,2,4]triazolo[4,3-a]pyridin-7-yl)methylamine CC1=NN=C2N1C=CC(=C2)CN